FC=1C=C(C=CC1)\C=C/1\C(N\C(\C(N1)=O)=C/C=1N=C(NC1C(C)C)C(CC)C1NCCOC1)=O (3Z,6Z)-3-(3-fluorophenyl)methylene-6-((5-isopropyl-1-(3-morpholinyl)propylimidazol-4-yl)methylene)piperazine-2,5-dione